(1S,2S)-2-phenethyloxycyclopropane-1-amine C(CC1=CC=CC=C1)O[C@@H]1[C@H](C1)N